FC1(CN(CCC1)C=1C2=C(N=C(N1)OC[C@]13CCCN3C[C@@H](C1)F)C(=C(N=C2)C2=CC(=CC1=CC=C(C(=C21)C#C)F)O)F)F 4-[4-(3,3-difluoropiperidin-1-yl)-8-fluoro-2-{[(2R,7aS)-2-fluorotetrahydro-1H-pyrrolizin-7a(5H)-yl]methoxy}pyrido[4,3-d]pyrimidin-7-yl]-5-ethynyl-6-fluoronaphthalen-2-ol